COC(=O)[C@@H]1C(NC[C@H]1C=1C(=CC2=C(CCO2)C1)F)=O |o1:4,8| (-)-(3S*,4R*)-4-(6-fluoro-2,3-dihydrobenzo-furan-5-yl)-2-oxopyrrolidine-3-carboxylic acid methyl ester